4-(N-(8'-bromo-4'H-spiro[cyclopropane-1,5'-naphtho[2,1-d]isoxazol]-3'-yl)-N-((2-(trimethylsilyl)ethoxy)methyl)sulfamoyl)-3,5-dimethoxy-N-methylbenzamide BrC1=CC=C2C3(CC=4C(=NOC4C2=C1)N(S(=O)(=O)C1=C(C=C(C(=O)NC)C=C1OC)OC)COCC[Si](C)(C)C)CC3